C1(CC1)OC1=CC=C2C(=NN(C2=C1)C1=CC=C(C=C1)C(F)(F)F)CN (6-cyclopropoxy-1-(4-(trifluoromethyl)phenyl)-1H-indazol-3-yl)methanamine